ClC1=C2C(OC(C2=C(C(=C1Cl)Cl)Cl)=O)(C1=C(N(C2=CC=CC=C12)CCCC)C)C1=C(C=C(C=C1)N(C)C)OC 4,5,6,7-Tetrachloro-3-(4-(dimethylamino)-2-methoxyphenyl)-3-(1-butyl-2-methyl-1H-indol-3-yl)-1(3H)-isobenzofuranone